1-[(2R)-1-{4-[(3β)-cholest-5-en-3-yloxy]butoxy}-3-(octyloxy)propan-2-yl]guanidine CC(C)CCC[C@@H](C)[C@H]1CC[C@H]2[C@@H]3CC=C4C[C@H](CC[C@]4(C)[C@H]3CC[C@]12C)OCCCCOC[C@@H](COCCCCCCCC)NC(=N)N